1,1-bis(4-hydroxy-3-allylphenyl)ethane OC1=C(C=C(C=C1)C(C)C1=CC(=C(C=C1)O)CC=C)CC=C